FC(C1=C(C2=C(S1)[C@@]1(C[C@@H](N(CC1)CC=1C=NN(C1)CCS(=O)(=O)C)C)OCC2)COC)F (2'S,7R)-2-(difluoromethyl)-3-(methoxymethyl)-2'-methyl-1'-[[1-(2-methylsulfonylethyl)pyrazol-4-yl]methyl]spiro[4,5-dihydrothieno[2,3-c]pyran-7,4'-piperidine]